5-fluoro-3-(2-(6-(naphthalen-1-ylamino)-1-oxoisoindolin-2-yl)butanamido)-4-oxopentanoic acid FCC(C(CC(=O)O)NC(C(CC)N1C(C2=CC(=CC=C2C1)NC1=CC=CC2=CC=CC=C12)=O)=O)=O